C1(=CC=CC=C1)S(=O)(=O)C1=NC2=CC=CC=C2C=C1 2-(benzenesulfonyl)quinoline